O=C1NC(C2=CC(=CC=C12)C(=O)N)=O 1,3-dioxo-2,3-dihydro-1H-isoindole-5-carboxamide